(S)-2-(2,6-dioxopiperidin-3-yl)-5-(2-azaspiro[3.3]heptan-6-yl)-3,5-dihydro-1H-pyrrolo[3,4-c]pyridine-1,4(2H)-dione O=C1NC(CC[C@@H]1N1CC=2C(N(C=CC2C1=O)C1CC2(CNC2)C1)=O)=O